BrC1=CC=C(C=2CCOC21)Cl 7-bromo-4-chloro-2,3-dihydrobenzofuran